NC=1C2=C(N=CN1)N(C(=C2C(=O)NC2=CC=C(C=C2)COC)C#CCN2CCOCC2)C2(CC2)C 4-amino-N-(4-(methoxymethyl)phenyl)-7-(1-methylcyclopropyl)-6-(3-morpholinopropan-1-yn-1-yl)-7H-pyrrolo[2,3-d]pyrimidine-5-carboxamide